CC1(C(C1C1=NC=CC=C1)C(=O)OC(C)(C)C)C tert-butyl 2,2-dimethyl-3-(pyridin-2-yl)cyclopropane-1-carboxylate